C(CCCCCCCCCCCCCCCCCCCCC)C1=C(C(C(=O)O)=CC=C1)C(=O)O.C(C=1C(C(=O)O)=CC=CC1)(=O)OCCCCCCCCCCCCCCCCCCCCCC behenyl Phthalate (behenyl Phthalate)